1-[4-(4-hydroxyphenylsulfonyl)phenoxy]-4-[4-(4-isopropoxyphenyl-sulfonyl)phenoxy]butane OC1=CC=C(C=C1)S(=O)(=O)C1=CC=C(OCCCCOC2=CC=C(C=C2)S(=O)(=O)C2=CC=C(C=C2)OC(C)C)C=C1